FC(C(=O)O)(F)F.OCC=1C=C(C=CC1)N1N=CC2=C1N=CN(C2=O)CC2(CCNCC2)O 1-(3-(Hydroxymethyl)phenyl)-5-((4-hydroxypiperidin-4-yl)methyl)-1,5-dihydro-4H-pyrazolo[3,4-d]pyrimidin-4-one trifluoroacetic acid salt